FC1=C(N=CC2=C1N=C(N=C2N([C@H]2CN(CC2)C(C=C)=O)C)OCC21CCCN1CCC2)C2=CC=CC1=CC=CC(=C21)F (R)-1-(3-((8-fluoro-7-(8-fluoronaphthalen-1-yl)-2-((tetrahydro-1H-pyrrolizin-7a(5H)-yl)methoxy)pyrido[4,3-d]pyrimidin-4-yl)(methyl)amino)pyrrolidin-1-yl)prop-2-en-1-one